(3S,4R)-4-((4-(2-(bicyclo[1.1.1]pentan-1-yl)-4-fluoro-1-isopropyl-1H-benzo[d]imidazol-6-yl)-5-chloropyrimidin-2-yl)amino)tetrahydro-2H-pyran-3-ol C12(CC(C1)C2)C2=NC1=C(N2C(C)C)C=C(C=C1F)C1=NC(=NC=C1Cl)N[C@H]1[C@@H](COCC1)O